(S)-2-chloro-1'-(9-(1-phenylcyclopropyl)-7H-pyrazolo[4,3-e][1,2,4]triazolo[4,3-c]pyrimidin-5-yl)-4,6-dihydrospiro[cyclopenta[d]thiazole-5,4'-piperidin]-4-amine ClC=1SC2=C(N1)[C@H](C1(CCN(CC1)C1=NC3=C(C=4N1C=NN4)C(=NN3)C3(CC3)C3=CC=CC=C3)C2)N